O-methyl-N-[4-(5-trifluoromethyl-[1,2,4]oxadiazol-3-yl)-benzyl]-hydroxylamine CONCC1=CC=C(C=C1)C1=NOC(=N1)C(F)(F)F